cis-2-methyl-5-((4-(7-methyl-[1,2,4]triazolo[1,5-a]pyridin-6-yl)cyclohexyl)sulfonyl)-1,3,4-oxadiazole CC=1OC(=NN1)S(=O)(=O)[C@@H]1CC[C@@H](CC1)C=1C(=CC=2N(C1)N=CN2)C